C(C)(C)(C)OC(=O)N1C[C@@]2(C(N(CO2)C(C(=O)O)C(C)C)=O)CC1 2-((R)-7-(tert-butoxycarbonyl)-4-oxo-1-oxa-3,7-diazaspiro[4.4]nonan-3-yl)-3-methylbutanoic acid